NC1=CCCC1 2-amino-1-cyclopentene